FC1=C(C=C(C(=O)NC)C=C1)C[C@@H]1CC[C@H](CC1)C(=O)N1OCC[C@H]1C=1C=NC=C(C1)F trans-4-fluoro-3-[[4-[(3S)-3-(5-fluoro-3-pyridyl)isoxazolidine-2-carbonyl]cyclohexyl]methyl]-N-methyl-benzamide